BrC1=NC(=CC2=C1C=NN2C)C(=O)OC methyl 4-bromo-1-methyl-pyrazolo[4,3-c]pyridine-6-carboxylate